ClC=1N=CC2=CC3=C(C=C2C1)CCC3 3-chloro-7,8-dihydro-6H-cyclopenta[g]Isoquinoline